ClC=1C(=C2CC(CC2=CC1)NC1=CC=C(C=N1)[C@@H](C(F)(F)F)N(C(=O)[C@H]1CCC(N(C1)C(=O)OC(C)(C)C)=O)C)F tert-Butyl (5S)-5-(((1S)-1-(6-((5-chloro-4-fluoro-2,3-dihydro-1H-inden-2-yl)amino)pyridin-3-yl)-2,2,2-trifluoroethyl)(methyl)carbamoyl)-2-oxopiperidine-1-carboxylate